N-(3-chlorophenyl)-N-((5-(5-(difluoromethyl)-1,3,4-oxadiazol-2-yl)pyridin-2-yl)methyl)-1-(3-fluorocyclobutyl)piperidine-4-sulfonamide ClC=1C=C(C=CC1)N(S(=O)(=O)C1CCN(CC1)C1CC(C1)F)CC1=NC=C(C=C1)C=1OC(=NN1)C(F)F